C1(CC1)CN1C(OC2=C1C=CC=C2)=O 3-(cyclopropylmethyl)-2-oxo-2,3-dihydro-1,3-benzoxazol